4-{[3-(4-{[(3S,4R)-1-tert-butyl-3-fluoropiperidin-4-yl]amino}-1-(2,2,2-trifluoroethyl)-1H-indol-2-yl)prop-2-yn-1-yl]amino}-3-methoxybenzoic acid C(C)(C)(C)N1C[C@@H]([C@@H](CC1)NC1=C2C=C(N(C2=CC=C1)CC(F)(F)F)C#CCNC1=C(C=C(C(=O)O)C=C1)OC)F